methylenephenylacetyl chloride C=C(C(=O)Cl)C1=CC=CC=C1